FC(C1=CC=C(C=C1)NC=1C(=NC=CN1)C1CCN(CC1)C(=O)OC(C)(C)C)(F)F tert-butyl 4-(3-{[4-(trifluoromethyl)phenyl]amino}pyrazin-2-yl)piperidine-1-carboxylate